trans-N-(5-cyano-6-(difluoromethoxy)pyridin-3-yl)-8-(1-cyclopropyl-1H-pyrazol-4-yl)-2-fluoro-8-methyl-7,8-dihydro-6H-cyclopenta[e]pyrazolo[1,5-a]pyrimidine-6-carboxamide C(#N)C=1C=C(C=NC1OC(F)F)NC(=O)[C@@H]1C[C@@](C2=C1C=NC=1N2N=C(C1)F)(C)C=1C=NN(C1)C1CC1